C(C)OC(=O)C1N(C(=NC12C(N(C1=CC=C(C=C21)Cl)C(C)=O)=O)C2=CC=CC=C2)C2=CC=CC=C2 acetyl-5'-chloro-2'-oxo-1,2-diphenyl-1,5-dihydrospiro[imidazole-4,3'-indoline]-5-carboxylic acid ethyl ester